S(=O)(=O)([O-])C1=CC=C(C)C=C1 (±)-trans-tosylate